Dichloro-p-phenylenediamine ClNC1=CC=C(C=C1)NCl